D-Tyrosinol N[C@H](CC1=CC=C(C=C1)O)CO